N(=[N+]=[N-])C(CCC1=C(C=CC=C1)Br)CC(F)(F)F 1-(3-azido-5,5,5-trifluoro-n-pentyl)-2-bromobenzene